N[C@H](C(=O)O)C(C)C=1OC=CN1 (S)-2-amino-3-(oxazol-2-yl)butanoic acid